IC=1N(C2=CC=CC(=C2C1)NC1CCC(CC1)N(C)CCOC)CC(F)(F)F (1R,4R)-N1-(2-iodo-1-(2,2,2-trifluoroethyl)-1H-indol-4-yl)-N4-(2-methoxyethyl)-N4-methylcyclohexane-1,4-diamine